N(=[N+]=[N-])CCCN1C=C(C2=CC(=CC=C12)OC)C(C(=O)[O-])O.[Na+] sodium 2-(1-(3-azidopropyl)-5-methoxy-1H-indol-3-yl)-2-hydroxyacetate